methyl 2-(cyanomethyl)thiophene-3-carboxylate C(#N)CC=1SC=CC1C(=O)OC